tert-Butyl (1-((8-(4-fluoro-2-methylphenyl)-4-oxochroman-6-yl)methyl)-3-methyl-1,3-dihydro-2H-imidazole-2-ylidene)carbamate FC1=CC(=C(C=C1)C=1C=C(C=C2C(CCOC12)=O)CN1C(N(C=C1)C)=NC(OC(C)(C)C)=O)C